S1CCC(CC1)=CC(=O)OCC ethyl 2-tetrahydrothiopyran-4-ylideneacetate